tert-Butyl 4-(8-((3-chloro-5-(trifluoromethyl)phenyl)amino)-2-((1-methylcyclobutyl) amino)-9H-purin-9-yl)piperidine-1-carboxylate ClC=1C=C(C=C(C1)C(F)(F)F)NC=1N(C2=NC(=NC=C2N1)NC1(CCC1)C)C1CCN(CC1)C(=O)OC(C)(C)C